CC1=CC(=CC=2N1N=CC2Cl)NC(=O)C=2C=NN(C2C(F)(F)F)C=2C=1C3=C(C(NC3=CC2)=O)C=CC1 N-(7-methyl-3-chloropyrazolo[1,5-a]pyridin-5-yl)-1-(2-oxo-1,2-dihydrobenzo[cd]indole-6-yl)-5-trifluoromethyl-1H-pyrazole-4-carboxamide